O=C1NC(CCC1N1C(C2=CC=C(C=C2C1)NC(=O)C=1C=C2C(=NC1)N(C=C2)C(C)C)=O)=O N-[2-(2,6-dioxopiperidin-3-yl)-1-oxo-3H-isoindol-5-yl]-1-isopropylpyrrolo[2,3-b]pyridine-5-carboxamide